N-(1-hydroxy-2-methylpropan-2-yl)thiophene-2-carboxamide OCC(C)(C)NC(=O)C=1SC=CC1